N1=C(C=NC=C1)NC1=C(C=NN1COCC[Si](C)(C)C)C(=O)N 5-[(pyrazin-2-yl)amino]-1-{[2-(trimethylsilyl)ethoxy]methyl}-1H-pyrazole-4-carboxamide